N-[2-[5-[(3aS,4S,6aR)-2-oxo-1,3,3a,4,6,6a-hexahydrothieno[3,4-d]imidazol-4-yl]pentanoylamino]ethyl]-4-cyano-4-dodecylsulfanylcarbothioylsulfanyl-pentanamide O=C1N[C@H]2[C@@H](N1)CS[C@H]2CCCCC(=O)NCCNC(CCC(C)(SC(=S)SCCCCCCCCCCCC)C#N)=O